C(#N)C1=C(C=CC(=C1)C(F)(F)F)S(=O)(=O)N1C[C@@H](C(C1)=C)OC1=CC(=C(C#N)C=C1O)F (R)-4-((1-((2-cyano-4-(trifluoromethyl)phenyl)sulfonyl)-4-methylenepyrrolidine-3-Yl)oxy)-2-fluoro-5-hydroxybenzonitrile